FC(S(=O)(=O)OC1=C(C=C2C(=NC(=NC2=C1)N1CCC(CC1)(F)F)NC1CCS(CC1)(=O)=O)OC)(F)F 2-(4,4-difluoropiperidin-1-yl)-4-((1,1-dioxidotetrahydro-2H-thiopyran-4-yl)amino)-6-methoxyquinazolin-7-yl trifluoromethanesulfonate